BrC1=NSN=C1C1=NC2=C(N1CC=1C=NC=CC1)C=CC=C2 3-bromo-4-(1-(pyridin-3-ylmethyl)benzimidazol-2-yl)-1,2,5-thiadiazole